C(CCCCCCC)NC(=O)C1=CC=C(C=C1)C1=NOC(=N1)CCCNC(OC(C)(C)C)=O tert-butyl (3-(3-(4-(octylcarbamoyl)phenyl)-1,2,4-oxadiazol-5-yl)propyl)carbamate